C(C1=CC=CC=C1)(=O)[O-].C(C1=CC=CC=C1)(=O)[O-].C(C1=CC=CC=C1)(=O)[O-].C(C1=CC=CC=C1)(=O)[O-].C1([C@H](O)[C@@H](O)[C@H](O)[C@H](O1)CO)C(CC)[N-]C glucosyl-N-methylpropylamide tetrabenzoate